3-((3-bromo-4-carbamoylphenoxy)methyl)-4-chlorobenzo[b]thiophene-2-carboxylic acid ethyl ester C(C)OC(=O)C1=C(C2=C(S1)C=CC=C2Cl)COC2=CC(=C(C=C2)C(N)=O)Br